tert-Butyl 4-((3-oxo-7-(trifluoromethyl)isoindolin-5-yl)methoxy)piperidine-1-carboxylate O=C1NCC2=C(C=C(C=C12)COC1CCN(CC1)C(=O)OC(C)(C)C)C(F)(F)F